C(C)(C)(C)OC(=O)N[C@@H](C(=O)O)CNC(=O)OCC[Si](C)(C)C (R)-2-((tert-butoxycarbonyl)amino)-3-(((2-(trimethylsilyl)ethoxy)carbonyl)amino)propanoic acid